C(#C)C=1SC(=CC1)C#C 2,5-di(ethynyl)thiophene